ethyl 2-[(1-benzoylpiperidin-4-yl)methyl]-8-(trifluoromethyl)-4,5-dihydro-2H-furo[2,3-g]indazole-7-carboxylate C(C1=CC=CC=C1)(=O)N1CCC(CC1)CN1N=C2C3=C(CCC2=C1)OC(=C3C(F)(F)F)C(=O)OCC